BrC1=C(C(=CC(=C1)C)Br)OC 1,3-dibromo-2-methoxy-5-methylbenzene